O(C1=CC=CC=C1)C1=CC=C(NC=2C3=C(N=CN2)C=CC(=N3)C3CN(C3)C(C=C)=O)C=C1 1-[3-[4-(4-Phenoxyanilino)pyrido[3,2-d]pyrimidin-6-yl]azetidin-1-yl]prop-2-en-1-one